(Z)-1-(2-Ethyl-4-(1-(4-(trifluoromethoxy)phenyl)-1H-1,2,4-triazol-3-yl)phenyl)-3-(3-(5-(ethylamino)-2-isopropylphenyl)-4-oxothiazolidin-2-ylidene)urea C(C)C1=C(C=CC(=C1)C1=NN(C=N1)C1=CC=C(C=C1)OC(F)(F)F)NC(=O)\N=C\1/SCC(N1C1=C(C=CC(=C1)NCC)C(C)C)=O